α-(2-Phenyl-1-ethyl)-1-methoxycarbonyl-3-indoleacetic Acid Methyl Ester COC(C(C1=CN(C2=CC=CC=C12)C(=O)OC)CCC1=CC=CC=C1)=O